[Br-].C(C)C1=CC=C(C=C1)N=NC1=CC=C(OCCCC[N+](CC)(C)C)C=C1 4-[4-[(4-ethylphenyl)azo]phenoxy]butyl-dimethylethyl-ammonium bromide